NC1=NN2C(N=C(C=C2)C=2C=C3CN(C(C3=C(C2)C)=O)[C@@H](C)C2CC2)=C1C(=O)N[C@@H]1C[C@H](C1)O 2-amino-5-{2-[(1S)-1-cyclopropylethyl]-7-methyl-1-oxo-2,3-dihydro-1H-isoindol-5-yl}-N-[trans-3-hydroxycyclobutyl]pyrazolo[1,5-a]pyrimidine-3-carboxamide